N1C(=NCC1)C=1C=NC2=C(N=CC=C2C1)NC=1C(=C(C=CC1)C1=C(C(=CC=C1)C=1OC2=C(N1)C=C(C=C2C#N)C=O)C)C 2-(3'-(3-(4,5-dihydro-1H-imidazol-2-yl)-1,7-naphthyridin-8-ylamino)-2,2'-dimethylbiphenyl-3-yl)-5-formylbenzo[d]oxazole-7-carbonitrile